(S)-2-cyclopropyl-10-((2,5-dichloropyrimidin-4-yl)methyl)-3,3-difluoro-7-methyl-1,2,3,4-tetrahydro-[1,4]oxazepino[2,3-c]quinolin-6(7H)-one C1(CC1)[C@@H]1NC2=C(C(N(C=3C=CC(=CC23)CC2=NC(=NC=C2Cl)Cl)C)=O)OCC1(F)F